[Ta].[Sc] scandium-tantalum